2-fluoro-4-(1-methyltriazol-4-yl)-N-[2-(3-oxoisoindolin-5-yl)thieno[3,2-c]pyridin-4-yl]-N-[(3R)-3-piperidyl]benzamide FC1=C(C(=O)N([C@H]2CNCCC2)C2=NC=CC3=C2C=C(S3)C=3C=C2C(NCC2=CC3)=O)C=CC(=C1)C=1N=NN(C1)C